4-((4-(4,4-Dimethylcyclohexyl)phenyl)amino)cyclohexan-1-ol CC1(CCC(CC1)C1=CC=C(C=C1)NC1CCC(CC1)O)C